FC1C(C1)C(=O)NC=1N=C2N(C=C(C=C2C(F)(F)F)C2=C(C=CC(=C2)F)C)C1 2-fluoro-N-(6-(5-fluoro-2-methylphenyl)-8-(trifluoromethyl)imidazo[1,2-a]pyridin-2-yl)cyclopropane-1-carboxamide